CC1(OB(OC1(C)C)C=1CC(CC1)=O)C 3-(4,4,5,5-tetramethyl-1,3,2-dioxaborolan-2-yl)cyclopent-3-en-1-one